ClC1=C(C=C(C=C1)OC)C1=CC=2NC(N(C(C2S1)=O)C1=C2C(=CN=C1)SC(=C2C)C#N)=O 4-(6-(2-chloro-5-methoxyphenyl)-2,4-dioxo-1,4-dihydrothieno[3,2-d]pyrimidin-3(2H)-yl)-3-methylthieno[2,3-c]pyridine-2-carbonitrile